5-Methyl-4-[[4-methyl-6-(4-methylimidazol-1-yl)-3-pyridinyl]sulfonyl]-1,3-dihydroquinoxalin-2-one CC1=C2N(CC(NC2=CC=C1)=O)S(=O)(=O)C=1C=NC(=CC1C)N1C=NC(=C1)C